3-(5-(1-methyl-1H-Pyrazol-4-yl)pyrimidin-2-yl)oxy-5-nitrobenzene CN1N=CC(=C1)C=1C=NC(=NC1)OC=1C=CC=C(C1)[N+](=O)[O-]